CC1(OC2=C(C1)C=C(C(=C2)N2C[C@]1(CCOC1)CC2)NC(=O)C=2C=NN1C2N=CC=C1)C (R)-N-(2,2-dimethyl-6-(2-oxa-7-azaspiro[4.4]nonan-7-yl)-2,3-dihydrobenzo-furan-5-yl)pyrazolo[1,5-a]pyrimidine-3-carboxamide